6-((1-(Cyclopropylsulfonyl)cyclopropyl)methyl)-3-ethynyl-1-methyl-5,6-dihydro-1H-pyrazolo[3,4-c]pyridin-7(4H)-one C1(CC1)S(=O)(=O)C1(CC1)CN1C(C2=C(CC1)C(=NN2C)C#C)=O